(7S,8aS)-7-(3-([1,2,4]triazolo[1,5-a]pyridin-8-yl)butyl)-2-(5-fluoropyridin-2-yl)hexahydropyrrolo[1,2-a]pyrazin-6(2H)-one N=1C=NN2C1C(=CC=C2)C(CC[C@H]2C[C@@H]1N(CCN(C1)C1=NC=C(C=C1)F)C2=O)C